NCC1=CC=C(C=C1)C(=N)NC(OCC1=CC=CC=C1)=O benzyl ((4-(aminomethyl)phenyl)(imino)methyl)carbamate